2,3-dimethyl-1-(2-methyl-1H-imidazol-1-ylsulfonyl)-1H-imidazol-3-ium CC=1N(C=C[N+]1C)S(=O)(=O)N1C(=NC=C1)C